2,3-Bis(2,4,5-trimethyl-3-thienyl)maleimide CC=1SC(=C(C1C=1C(=O)NC(C1C1=C(SC(=C1C)C)C)=O)C)C